C(C)OC=1C(=NC=CC1)C=1N=C(SC1)NC1=NC=CC(=C1)C 4-(3-ethoxypyridin-2-yl)-N-(4-methylpyridin-2-yl)thiazol-2-amine